dichloro(dipropylamino)borane ClB(N(CCC)CCC)Cl